1-(4-(3-(4-(trifluoromethyl)piperidin-1-yl)pyrazin-2-yl)piperazin-1-yl)prop-2-en-1-one FC(C1CCN(CC1)C=1C(=NC=CN1)N1CCN(CC1)C(C=C)=O)(F)F